CC1=C(C=NC=2OCCNC21)NC2=C(C(NC=C2)=O)C(=O)NC=2C=NN(C2)CC(F)(F)F 4-((8-methyl-2,3-dihydro-1H-pyrido[2,3-b][1,4]oxazin-7-yl)amino)-2-oxo-N-(1-(2,2,2-trifluoroethyl)-1H-pyrazol-4-yl)-1,2-dihydropyridine-3-carboxamide